2,2-dimethyl-4-oxo-3,8,11,14,17-pentaoxa-5-azanonadec-19-yl 4-methylbenzenesulfonate CC1=CC=C(C=C1)S(=O)(=O)OCCOCCOCCOCCOCCNC(OC(C)(C)C)=O